5-(3-benzyl-1-((1-methyl-1H-pyrazol-4-yl)sulfonyl)pyrrolidin-3-yl)-1-(4-fluorophenyl)-1H-indazole C(C1=CC=CC=C1)C1(CN(CC1)S(=O)(=O)C=1C=NN(C1)C)C=1C=C2C=NN(C2=CC1)C1=CC=C(C=C1)F